methyl 2-(6-chloropyrazin-2-yl)-2-methoxyacetate ClC1=CN=CC(=N1)C(C(=O)OC)OC